C(C1=CC=CC=C1)OC(C1=C(C=CC=C1)N[C@H](C)C=1C=C(C=C2C(C(=C(OC12)N1CCC(CC1)(C)C)CCO)=O)C)=O.COC(C=C)=O.C1=CC=CC=2OC3=C(C21)C=CC=C3 Dibenzofuran METHYL-ACRYLATE benzyl-(R)-2-((1-(2-(4,4-dimethylpiperidin-1-yl)-3-(2-hydroxyethyl)-6-methyl-4-oxo-4H-chromen-8-yl)ethyl)amino)benzoate